ClC=1C=C(C=C(C1)F)C(C(=O)N1CC2=C(N=C(NC2=O)C2(CC2)C2=CC=CC=C2)CC1)O 6-(2-(3-chloro-5-fluorophenyl)-2-hydroxyacetyl)-2-(1-phenylcyclopropyl)-5,6,7,8-tetrahydropyrido[4,3-d]pyrimidin-4(3H)-one